C(C)(C)(C)C=1N=C(C2=C(N1)N(N=N2)CC2=NN=NN2C)N2CC(CC2)O 1-[5-tert-butyl-3-(1-methyl-1H-tetrazol-5-ylmethyl)-3H-[1,2,3]triazolo[4,5-d]pyrimidin-7-yl]-pyrrolidin-3-ol